2-cyclopropyl-5-[3-(trifluoromethyl)phenoxy]pyrimidine-4-carboxylic acid C1(CC1)C1=NC=C(C(=N1)C(=O)O)OC1=CC(=CC=C1)C(F)(F)F